Cl.Cl.C1(=NC=CC2=C1CC[C@H]2N)N (5R)-5H,6H,7H-cyclopenta[c]pyridine-1,5-diamine dihydrochloride